BrC1=CC=C(C=N1)CC(=O)N(C)C (6-bromopyridin-3-yl)-N,N-dimethylacetamide